BrC=1C=C(C=CC1)C(C=CN(C)C)=O 1-(3-bromophenyl)-3-(dimethylamino)prop-2-en-1-one